(-)-(8cr,9R)-6'-methoxycinchonan-9-ol COC1=CC=C2N=CC=C([C@H]([C@H]3C[C@H]4[C@H](CN3CC4)C=C)O)C2=C1